FC1=C(C=CC(=C1)F)CCSC1=NN=C2N1C(=CC(N2)=O)CCC 3-{[2-(2,4-difluorophenyl)ethyl]sulfanyl}-5-propyl[1,2,4]triazolo[4,3-a]pyrimidin-7(8H)-one